C[Si](C)(C)[GeH3] (trimethylsilyl)german